2-[(2S)-piperidin-2-yl]ethanol N1[C@@H](CCCC1)CCO